3-Chloro-N-((5-chlorobenzo[d]isoxazol-3-yl)carbamoyl)propanamide ClCCC(=O)NC(NC1=NOC2=C1C=C(C=C2)Cl)=O